C(C)OC=1C=C(C=O)C=CC1C 3-ETHOXY-4-METHYLBENZALDEHYDE